C1(CC1)[C@H](COC)N(C(C(=O)NC=1C=C(C(=NC1)NC(OC(C)(C)C)=O)C)=O)CC1=NC=C(C=C1)C(F)(F)F (R)-tert-butyl (5-(2-((1-cyclopropyl-2-methoxyethyl) ((5-(trifluoromethyl)pyridin-2-yl)methyl)amino)-2-oxoacetamido)-3-methylpyridin-2-yl)carbamate